2-chloro-4-[3-[2-(1,3-dioxoisoindolin-2-yl)ethyl]-4,4-difluoro-5-methyl-1-piperidyl]pyrimidine-5-carbonitrile ClC1=NC=C(C(=N1)N1CC(C(C(C1)C)(F)F)CCN1C(C2=CC=CC=C2C1=O)=O)C#N